[Ru](Cl)Cl.C1(=CC=CC=C1)P(C1=CC=CC=C1)C1=CC=CC=C1.C1(=CC=CC=C1)P(C1=CC=CC=C1)C1=CC=CC=C1.C1(=CC=CC=C1)P(C1=CC=CC=C1)C1=CC=CC=C1 tris(triphenylphosphine) ruthenium (II) chloride